N1N=NC2=NC(=CC=C21)C=2C=CC(=C(C(=O)NC1=CC=C(C=C1)OC(C(F)(F)F)C)C2)F 5-(1H-[1,2,3]Triazolo[4,5-b]pyridin-5-yl)-2-fluoro-N-(4-((1,1,1-trifluoropropan-2-yl)oxy)phenyl)benzamide